7-((4-(1H-indazol-6-yl)piperazin-1-yl)methyl)-3-ethylquinazolin-2,4(1H,3H)-dione N1N=CC2=CC=C(C=C12)N1CCN(CC1)CC1=CC=C2C(N(C(NC2=C1)=O)CC)=O